FC1=C(OC2CN(C2)CC)C=CC=C1F 3-(2,3-difluorophenoxy)-1-ethyl-azetidine